7-acetamido-N-(4-phenylthiazol-2-yl)heptanamide C(C)(=O)NCCCCCCC(=O)NC=1SC=C(N1)C1=CC=CC=C1